[N+](=O)([O-])C1=C(CO[C@H]2C[C@@H](O[C@@H]2CO)N2C=NC=3C(O)=NC=NC23)C=CC=C1 3'-O-(2-nitrobenzyl)-2'-Deoxyinosine